Thiazol-2-ylboronic acid S1C(=NC=C1)B(O)O